COC1=CC=C2C3=C(NC2=C1)C(=NCC3)CC(CC3=NCCC1=C3NC3=CC(=CC=C13)OC)C1=CC=C(C=O)C=C1 4-(1,3-bis(7-methoxy-4,9-dihydro-3H-pyrido[3,4-b]indol-1-yl)propan-2-yl)benzaldehyde